butyl-2',6'-dimethylacetophenone C(CCC)CC(=O)C1=C(C=CC=C1C)C